(S)-2-(4-(6-((5-chlorothiazol-2-yl)methoxy)pyridin-2-yl)-2,5-difluorobenzyl)-1-(oxetan-2-ylmethyl)-1H-benzo[d]imidazole-6-carboxylic acid ClC1=CN=C(S1)COC1=CC=CC(=N1)C1=CC(=C(CC2=NC3=C(N2C[C@H]2OCC2)C=C(C=C3)C(=O)O)C=C1F)F